N-(5-bromo-3-fluoro-2-pyridyl)-N'-hydroxy-acetamidine BrC=1C=C(C(=NC1)NC(C)=NO)F